C(C)(=O)[O-].[Ru+3].[Cl+].C(C)(=O)[O-].C(C)(=O)[O-].C(C)(=O)[O-] chlorine ruthenium acetate